(S)-7-((2-((2-(difluoromethoxy)-4-(3-methylpiperazin-1-yl)phenyl)amino)-5-(trifluoromethyl)pyrimidin-4-yl)amino)isoindolin-1-one FC(OC1=C(C=CC(=C1)N1C[C@@H](NCC1)C)NC1=NC=C(C(=N1)NC=1C=CC=C2CNC(C12)=O)C(F)(F)F)F